C(C)(C)(C)N1C=C(C=C1)C(=O)O 1-tert-butylpyrrole-3-carboxylic acid